niobium(IV) chloride [Cl-].[Nb+4].[Cl-].[Cl-].[Cl-]